FC=1C=C(CN2C(C3=CC=C(C=C3C(C23CCCC3)C(=O)O)C3=CC=CC=C3)=O)C=CC1C(F)(F)F 2'-(3-fluoro-4-(trifluoromethyl)benzyl)-1'-oxo-6'-phenyl-1',4'-dihydro-2'H-spiro[cyclopentane-1,3'-isoquinoline]-4'-carboxylic acid